FC=1C=CC(=C(C#N)C1)C=1C=C2C(=NC=NC2=C(C1)OC)NCC=1N=NC(=CC1)C 5-fluoro-2-(8-methoxy-4-(((6-methylpyridazin-3-yl)methyl)amino)quinazolin-6-yl)benzonitrile